(2Z,2'E)-2,2'-(7-hydroxyheptane-2,3-diylidene)bis(N-ethylhydrazine-1-carbothioamide) OCCCC\C(\C(\C)=N/NC(NCC)=S)=N/NC(NCC)=S